CN(C/C=C/C(=O)N1CC(C1)C(=O)N([C@@H](C(C)C)C(=O)OC(C)(C)C)C)C tert-butyl (E)-N-(1-(4-(dimethylamino)but-2-enoyl)azetidine-3-carbonyl)-N-methyl-L-valinate